(S)-2-(4-(6-((4-cyano-2-fluorobenzyl)oxy)pyridin-2-yl)-2,5-difluorobenzyl)-1-(oxetan-2-ylmethyl)-1H-thieno[2,3-d]imidazole-5-carboxylic acid C(#N)C1=CC(=C(COC2=CC=CC(=N2)C2=CC(=C(CC=3N(C4=C(N3)SC(=C4)C(=O)O)C[C@H]4OCC4)C=C2F)F)C=C1)F